S(=O)(=O)([O-])[O-].C[NH+](C)CCCNC(C=C)=O.C[NH+](C)CCCNC(C=C)=O N,N-dimethyl-(acrylamidopropyl)ammonium sulfate